CC1(CNC2=CC=C(C=C12)CC1N(CCC(C1)C(=O)N)C(=O)C1=NNC(=C1)C1=CC(=NC=C1F)OC)C ((3,3-dimethylindolin-5-yl)methyl)-1-(5-(5-fluoro-2-methoxypyridin-4-yl)-1H-pyrazole-3-carbonyl)piperidine-4-carboxamide